vanadium trioxygen O=[O+][O-].[V]